3-methyl-glucose diisostearate C(CCCCCCCCCCCCCCC(C)C)(=O)O.C(CCCCCCCCCCCCCCC(C)C)(=O)O.C[C@]([C@H](C=O)O)(O)[C@H](O)[C@H](O)CO